2-[2-(1-benzyl-4,4-difluoro-5-methyl-3-piperidinyl)propyl]isoindoline-1,3-dione C(C1=CC=CC=C1)N1CC(C(C(C1)C)(F)F)C(CN1C(C2=CC=CC=C2C1=O)=O)C